(E)-5-oxo-6-(2-(1-trityl-1H-imidazol-4-yl)benzylidene)-5,6,7,8-tetrahydroquinoline-2-carboxamide O=C/1C=2C=CC(=NC2CC\C1=C/C1=C(C=CC=C1)C=1N=CN(C1)C(C1=CC=CC=C1)(C1=CC=CC=C1)C1=CC=CC=C1)C(=O)N